2-{ethyl-[4-(4-fluorophenyl)-6-hexylquinolin-2-yl]amino}acetic acid C(C)N(CC(=O)O)C1=NC2=CC=C(C=C2C(=C1)C1=CC=C(C=C1)F)CCCCCC